C[C@@H]1C[C@@H](CN1)OC=1C=C2CN(C(C2=CC1)=O)C1C(NC(CC1)=O)=O 3-(5-(((3S,5r)-5-methylpyrrolidin-3-yl)oxy)-1-oxoisoindolin-2-yl)piperidine-2,6-dione